3-bromo-4-cyano-benzoyl chloride BrC=1C=C(C(=O)Cl)C=CC1C#N